C(C)C(C)(N[Sc](NC(C)(CC)CC)NC(C)(CC)CC)CC tris(diethyl-ethylamino)scandium